BrC1=CC(=C(C(=C1)F)CCNC1=CC(=NC=N1)C1=CC(=CS1)OCC)F 5-{6-[2-(4-Bromo-2,6-difluoro-phenyl)-ethylamino]-pyrimidin-4-yl}-3-ethoxy-thiophen